C(C)(C)(C)N(C(O)=O)CC1(CCN(CC1)C1=NC=C(N=C1)Br)C.COC1=CC=C(C=C1)C1C(C2CCC(C1)N2)COC2=CC=C1CNC(C1=C2)=O (+/-)-exo-trans-6-{[3-(4-methoxyphenyl)-8-azabicyclo[3.2.1]octan-2-yl]methoxy}isoindolin-1-one tert-butyl((1-(5-bromopyrazin-2-yl)-4-methylpiperidin-4-yl)methyl)carbamate